N-cyclohexyl-fumaric acid amide C1(CCCCC1)NC(\C=C\C(=O)O)=O